p-(diethylamino)benzophenone C(C)N(C1=CC=C(C=C1)C(C1=CC=CC=C1)=O)CC